4,7-dimethyl-5,6-diphenyl-1H-isoindole-1,3(2H)-dione CC1=C2C(NC(C2=C(C(=C1C1=CC=CC=C1)C1=CC=CC=C1)C)=O)=O